9-bromo-5-(6,7-difluoro-1-methyl-[1,2,4]triazolo[4,3-a]quinazolin-5-yl)-3,4-dihydro-2H-pyrido[4,3-b][1,4]oxazepine BrC1=CN=CC2=C1OCCCN2C2=NC=1N(C3=CC=C(C(=C23)F)F)C(=NN1)C